tert-butyl 4-(6-(4-isopropyl-5-(8-methoxy-[1,2,4]triazolo[1,5-a]pyridin-6-yl)-1-((2-(trimethylsilyl) ethoxy)methyl)-1H-pyrazol-3-yl) pyridin-3-yl)piperazine-1-carboxylate C(C)(C)C=1C(=NN(C1C=1C=C(C=2N(C1)N=CN2)OC)COCC[Si](C)(C)C)C2=CC=C(C=N2)N2CCN(CC2)C(=O)OC(C)(C)C